C(C)(=O)C1=C(C=C(C=C1)Cl)C1=CC(N(C=C1OC)[C@@H](C(=O)NC1=CC=C(C(=O)O)C=C1)CC=1C=NN(C1)C)=O (R)-4-(2-(4-(2-acetyl-5-chlorophenyl)-5-methoxy-2-oxopyridin-1(2H)-yl)-3-(1-methyl-1H-pyrazol-4-yl)propionylamino)benzoic acid